(4-ethoxyphenyl)-[4-(4-phenyl-butyl)piperazin-1-yl]methanone C(C)OC1=CC=C(C=C1)C(=O)N1CCN(CC1)CCCCC1=CC=CC=C1